C12(CC3CC(CC(C1)C3)C2)C=2C=C(C=CC2OC)N2CCCC3=CC(=CC=C23)\C=C(\C=C\C2=C(C(OC2(C)C)=C(C#N)C#N)C#N)/C=2SC=CC2 2-[4-[(1E,3Z)-4-[1-[3-(1-adamantyl)-4-methoxy-phenyl]-3,4-dihydro-2H-quinolin-6-yl]-3-(2-thienyl)buta-1,3-dienyl]-3-cyano-5,5-dimethyl-2-furylidene]propanedinitrile